methyl (E)-4-(7-bromo-3,4-dihydroisoquinolin-2(1H)-yl)but-2-enoate BrC1=CC=C2CCN(CC2=C1)C/C=C/C(=O)OC